indium-rhenium [Re].[In]